C(C)(C)(C)OC(=O)N1CC2=CC=CC(=C2CC1)CC1CCN(CC1)C1=C(C=C(C=C1)N)F 5-[[1-(4-amino-2-fluoro-phenyl)-4-piperidinyl]methyl]-3,4-dihydro-1H-isoquinoline-2-carboxylic acid tert-butyl ester